6-chloro-5-iodo-N,N-bis[(4-methoxyphenyl)methyl]-4-methyl-pyridin-2-amine ClC1=C(C(=CC(=N1)N(CC1=CC=C(C=C1)OC)CC1=CC=C(C=C1)OC)C)I